C(C)OC(C#C)=O propynoic acid ethyl Ester